NC1=NC(=C2N=CN(C2=N1)CC1=CC=C(C=C1)N)C=1C=C(C=NC1)C#N 5-[2-amino-9-[(4-aminophenyl)methyl]purin-6-yl]pyridine-3-carbonitrile